CC(C)(CCC1CCC(CC1)=O)NC(OC(C)(C)C)=O tert-Butyl (2-methyl-4-(4-oxocyclohexyl)butan-2-yl)carbamate